2-cumylperoxy-5-hydroperoxyhexaneN C(C)(C)(C1=CC=CC=C1)OOC(=C)CCC(C)OO